C[C@@H](CCCC(=O)O)CC[C@@H](CCC=C)C(=C)C.C[C@@H](CCCC(=O)O)CC[C@@H](CCC=C)C(=C)C (3S,6R)-3-methyl-6-isopropenyl-9-decen-1-ylacetate ((3S,6R)-3-methyl-6-isopropenyl-9-decen-1-yl acetate)